BrC1=C(C=C2CCN3C(C2=C1)=C(C=C3C(=O)OCC)CC(C)(F)F)OC ethyl 9-bromo-1-(2,2-difluoropropyl)-8-methoxy-5,6-dihydropyrrolo[2,1-a]isoquinoline-3-carboxylate